(2S)-2-(6-(3-Methyl-1H-pyrrolo[2,3-b]pyridin-5-yl)-2-(3,3,3-trifluoro-2-hydroxy-2-methylpropionyl)-1,2,3,4-tetrahydroisoquinolin-8-yl)pyrrolidine-1-carboxylic acid tert-butyl ester C(C)(C)(C)OC(=O)N1[C@@H](CCC1)C=1C=C(C=C2CCN(CC12)C(C(C(F)(F)F)(C)O)=O)C=1C=C2C(=NC1)NC=C2C